ClC=1C=NC(=C(C(=O)NC2CCC(CC2)CN2C(N(C3=C2C=CC=C3)C3=CC=2C(N=C3)=NN(C2)CC)=O)C1)C 5-chloro-N-((1r,4r)-4-((3-(2-ethyl-2H-pyrazolo[3,4-b]pyridin-5-yl)-2-oxo-2,3-dihydro-1H-benzo[d]imidazol-1-yl)methyl)cyclohexyl)-2-methylnicotinamide